C(CCCCCCCCCCC)[C@]1(O)[C@H](O)[C@@H](O)[C@H](O)[C@H](O1)C(=O)O 1-dodecyl-β-D-glucouronic acid